C(C)OC(=O)C=1OC2=C(C1)C=CC(=C2)S(NC=2C(=NC=CC2)N2CCC(CC2)C)(=O)=O 6-(N-(2-(4-methylpiperidin-1-yl)pyridin-3-yl)sulfamoyl)benzofuran-2-carboxylic acid ethyl ester